BrC1=CC=2N=CN(C(C2C=N1)=O)C(C)C=1C=C(C(=O)NC)C=CC1 3-(1-(7-bromo-4-oxopyrido[4,3-d]pyrimidin-3(4H)-yl)ethyl)-N-methylbenzamide